C(C)(C)(C)C1=CC=C(C=C1)C1(CCCCC1)C(=O)OC Methyl (trans)-(4-(tert-butyl)phenyl)cyclohexane-1-carboxylate